C(C)(C)(C)OC(=O)NC1CCN(CC1)S(=O)(=O)C=1C=C(O[C@H](C(=O)OC)C)C=CC1 Methyl (S)-2-(3-((4-((tert-butoxycarbonyl)amino)piperidin-1-yl)sulfonyl)phenoxy)-propanoate